silicon iron water O.[Fe].[Si]